6-(benzylthio)-8-bromoimidazo[1,2-a]pyridine-3-carbohydrazide C(C1=CC=CC=C1)SC=1C=C(C=2N(C1)C(=CN2)C(=O)NN)Br